C(C)(=O)N1CCC(CC1)C1=NN(C=2C=CC=C(C12)C=1C=C2C=NN(C2=CC1)C)CC(=O)NCC(=O)NCC(=O)O 2-(2-{2-[3-(1-acetylpiperidin-4-yl)-1'-methyl-1H,1'H-[4,5'-biindazol]-1-yl]acetamido}acetamido)acetic acid